4,4-bisFluorocyclohexyl chloride FC1(CCC(CC1)Cl)F